2-(chloromethyl)-4,6-dimethyl-pyrimidine ClCC1=NC(=CC(=N1)C)C